3-propylmethacrylamide C(CC)C=C(C(=O)N)C